NC1CN(CCN1)C1=CC=C(C=2OCCOC21)C 5-(3-aminopiperazin-1-yl)-8-methyl-2,3-dihydro-1,4-benzodioxine